3-cyclopropyl-8-fluoro-5-(5-fluoropyrimidin-2-yl)-N-[6-(4-isopropyl-4H-1,2,4-triazol-3-yl)pyridin-2-yl]-5,6-dihydro-4H-benzo[f]imidazo[1,5-a][1,4]diazepine-9-carboxamide C1(CC1)C=1N=CN2C1CN(CC1=C2C=C(C(=C1)F)C(=O)NC1=NC(=CC=C1)C1=NN=CN1C(C)C)C1=NC=C(C=N1)F